NC(C(=O)O)CNC(=N)N 2-amino-3-carbamimidamidopropanoic acid